CN(C(C)C=1C=C(C=CC1)OC)C 3-[1-(dimethylamino)ethyl]anisole